(1S,2R)-2-((S)-5-Chloro-8-(isoxazolo[5,4-b]pyridin-3-ylmethoxy)-1-((2-oxopyrrolidin-1-yl)methyl)-1,2,3,4-tetrahydroisoquinoline-2-carbonyl)cyclohexane-1-carboxylic acid ClC1=C2CCN([C@@H](C2=C(C=C1)OCC1=NOC2=NC=CC=C21)CN2C(CCC2)=O)C(=O)[C@H]2[C@H](CCCC2)C(=O)O